CNCC N-methyl-ethane-1-amine